3'-fluoro-5'-methoxy-N-(5-methoxy-1,3,4-thiadiazol-2-yl)-2',6-dimethyl-(4,4'-bipyridine)-3-carboxamide FC=1C(=NC=C(C1C1=C(C=NC(=C1)C)C(=O)NC=1SC(=NN1)OC)OC)C